BrC1=CN=C(N1)[C@H](CCCCCC(CC)=O)NC(OC(C)(C)C)=O (S)-tert-butyl (1-(5-bromo-1H-imidazol-2-yl)-7-oxononyl)carbamate